ClC1=C(C(N(C=C1)C1=NC=C(C(=C1)N1C(C=C(C=C1C)OCC1=NC=C(C=C1F)F)=O)C)=O)C(C)(CC)O chloro-4''-((3,5-difluoropyridin-2-yl)methoxy)-3-(2-hydroxybutan-2-yl)-5',6''-dimethyl-2H,2''H-[1,2':4',1''-terpyridin]-2,2''-dione